zinc bis(pentamethyl-cyclopentadiene) CC1C(=C(C(=C1C)C)C)C.CC1C(=C(C(=C1C)C)C)C.[Zn]